C(#N)C=1C=C(C=CC1OC1CCCC1)C=1N=C(NC1)C(=O)OCC ethyl 4-(3-cyano-4-cyclopentyloxy-phenyl)-1H-imidazole-2-carboxylate